N-((6-((3S,5R)-3,5-dimethylpiperazin-1-yl)pyridin-2-yl)methyl)-5-(tetrahydro-2H-pyran-4-yl)-7H-pyrrolo[2,3-d]pyrimidin-4-amine C[C@H]1CN(C[C@H](N1)C)C1=CC=CC(=N1)CNC=1C2=C(N=CN1)NC=C2C2CCOCC2